ClC1=CC=C2C=NC(=NC2=C1C1=NC=CC(=C1)NC(C=C)=O)NC1=CC=C(C=C1)N1CCN(CC1)C N-(2-(7-chloro-2-((4-(4-methylpiperazin-1-yl)phenyl)amino)quinazolin-8-yl)pyridin-4-yl)acrylamide